methyl 3-amino-6-(methylthio)-5-(trifluoromethyl)picolinate NC=1C(=NC(=C(C1)C(F)(F)F)SC)C(=O)OC